7-bromo-N-[1-(2-chloro-5-fluorophenyl)-2-[(2-methylprop-2-yl)amino]-2-oxoethyl]-6-fluoro-N-[(4-methoxyphenyl)methyl]quinoline-5-carboxamide BrC=1C(=C(C=2C=CC=NC2C1)C(=O)N(CC1=CC=C(C=C1)OC)C(C(=O)NC(C)(C)C)C1=C(C=CC(=C1)F)Cl)F